C[C@@H]1N(CC[C@@H](C1)N[C@@H](C)C1=CC=CC=C1)C(=O)OC(C)(C)C tert-Butyl (2S,4S)-2-methyl-4-(((S)-1-phenylethyl)amino)piperidine-1-carboxylate